6,6,9-trimethyl-3-propyl-1-{[(2S,3R,4R,5S,6S)-4,5,6-trihydroxy-3-(hydroxymethyl)oxan-2-yl]oxy}-6H,6aH,7H,8H,10aH-benzo[c]isochromene-2-carboxylic acid CC1(OC2=C(C3C=C(CCC13)C)C(=C(C(=C2)CCC)C(=O)O)O[C@H]2O[C@@H]([C@H]([C@@H]([C@H]2CO)O)O)O)C